ClS(=O)(=O)C1=C(C=C(C(=N1)C1CC1)NC(OC(C)(C)C)=O)F tert-butyl (6-(chlorosulfonyl)-2-cyclopropyl-5-fluoro-pyridin-3-yl)carbamate